BrC1=CC(=C(C=C1)NC1=CC(N(N=C1C(=O)N1CC(C1)([C@H](CC)NC1C(CCC1)(C)O)O)C)=O)F 5-[(4-bromo-2-fluorophenyl)amino]-6-[(3-hydroxy-3-{(1S)-1-[(2-hydroxy-2-methylcyclopentyl)amino]propyl}azetidin-1-yl)carbonyl]-2-methylpyridazin-3(2H)-one